N-(6-amino-5-ethylpyridin-3-yl)-2-((2R,5S)-5-methyl-2-(2-((2R,4r,6S)-1,2,6-trimethylpiperidin-4-yl)benzo[d]thiazol-5-yl)piperidin-1-yl)-2-oxoacetamide NC1=C(C=C(C=N1)NC(C(=O)N1[C@H](CC[C@@H](C1)C)C=1C=CC2=C(N=C(S2)C2C[C@H](N([C@H](C2)C)C)C)C1)=O)CC